CC1=CC=NC=C1C(=O)OC1CN(CCC1(C#CC(=O)C=1C=NC=CC1C)OC)C(=O)OC(C)(C)C 1-(tertbutoxy carbonyl)-4-methoxy-4-(3-(4-methylpyridin-3-yl)-3-oxoprop-1-yn-1-yl)piperidin-3-yl 4-methylnicotinate